ClC=1C=C(C=C(C1OC(\C=C\C1=C(C=CC=C1)C)=O)OC)C1NC(NC(=C1C(=O)OCC)C)=S (E)-ethyl 4-(3-chloro-5-methoxy-4-(3-o-tolylacryloyloxy)phenyl)-6-methyl-2-thioxo-1,2,3,4-tetrahydropyrimidine-5-carboxylate